[C@H]12CN(C[C@H](CC1)N2)C=2C1=C(N=C(N2)OCC2=CC=C(C=C2)S(=O)(=O)N2N=C(N=C2)C2CC2)C(=C(N=C1)C1=CC=CC2=CC=CC(=C12)Cl)F 4-((1R,5S)-3,8-diazabicyclo[3.2.1]octan-3-yl)-7-(8-chloronaphthalen-1-yl)-2-((4-((3-cyclopropyl-1H-1,2,4-triazol-1-yl)sulfonyl)benzyl)oxy)-8-fluoropyrido[4,3-d]pyrimidine